OCCC1CCC1 1-(2-hydroxyethyl)cyclobutane